4-((2-(1H-pyrazol-4-yl)ethyl)amino)-N-(1-(6-fluoropyridin-2-yl)ethyl)-6,7-dihydro-5H-cyclopenta[d]pyrimidine-2-carboxamide N1N=CC(=C1)CCNC=1C2=C(N=C(N1)C(=O)NC(C)C1=NC(=CC=C1)F)CCC2